OCC1=CC2C(C(OC=3C=C(C=C(C23)O)CCCCC)(C)C)CC1 9-(hydroxymethyl)-6,6-dimethyl-3-pentyl-6a,7,8,10a-tetrahydro-6H-benzo[c]chromen-1-ol